terbium ethylenediamine tetraacetate C(C)(=O)ON(CCN(OC(C)=O)OC(C)=O)OC(C)=O.[Tb]